(S)-(Z)-3-((3-butyl-2-methyl-7-(methylthio)-1,1-dioxido-5-phenyl-2,3,4,5-tetrahydro-1,2,5-benzothiadiazepin-8-yl)oxy)-2-fluoroacrylic acid C(CCC)[C@@H]1N(S(C2=C(N(C1)C1=CC=CC=C1)C=C(C(=C2)O\C=C(\C(=O)O)/F)SC)(=O)=O)C